[Re].[W].[W] tungsten-tungsten rhenium